CP(CC1=CC=CC=C1)(C)(C)Cl trimethyl-benzyl-phosphorus chloride